5-fluoro-2-{4-[(methylamino)methyl]phenyl}-2H-indazole-7-carboxamide trifluoroacetate FC(C(=O)O)(F)F.FC1=CC2=CN(N=C2C(=C1)C(=O)N)C1=CC=C(C=C1)CNC